1-methyl-5-pyrazolecarboxylic acid CN1N=CC=C1C(=O)O